Tert-butyl 4-(6-(((5-bromo-7-tosyl-7H-pyrrolo[2,3-d]pyrimidin-4-yl)amino)methyl)pyridin-2-yl)-2,2-dimethylpiperazine-1-carboxylate BrC1=CN(C=2N=CN=C(C21)NCC2=CC=CC(=N2)N2CC(N(CC2)C(=O)OC(C)(C)C)(C)C)S(=O)(=O)C2=CC=C(C)C=C2